NC=1C=CC(=C2CN(C(C12)=O)CC(C#N)CCl)C=1C=C2C(=NNC2=CC1)C=1C=NC=CC1 3-(7-amino-1-oxo-4-(3-(pyridin-3-yl)-1H-indazol-5-yl)isoindolin-2-yl)-2-(chloromethyl)propanenitrile